CN1[C@H](CCC1=O)C(=O)NC1=CC(=CC=2CCOC21)OC2=NC=C(C=C2)C(F)(F)F (R)-1-methyl-5-oxo-N-(5-((5-(trifluoromethyl)pyridin-2-yl)oxy)-2,3-dihydrobenzofuran-7-yl)pyrrolidine-2-carboxamide